2-(tert-butyldimethylsilyl)pyrrolidine-1,2-dicarboxylic acid 1-(tert-butyldimethylsilyl) ester [Si](C)(C)(C(C)(C)C)OC(=O)N1C(CCC1)(C(=O)O)[Si](C)(C)C(C)(C)C